2-[(3R,5S)-3,5-dimethylpiperazin-1-yl]-6-fluoro-1,3-benzothiazole C[C@@H]1CN(C[C@@H](N1)C)C=1SC2=C(N1)C=CC(=C2)F